3-(3-Cyclopentyl-2-oxoimidazolin-1-yl)piperidine-1-carboxylic acid tert-butyl ester C(C)(C)(C)OC(=O)N1CC(CCC1)N1C(N(CC1)C1CCCC1)=O